tert-butyl (S)-4-(N-ethyl-2-(2-((1-(4-methoxybenzyl)-6-oxo-5-(trifluoromethyl)-1,6-dihydropyridazin-4-yl)amino)propoxy)acetamido)piperidine-1-carboxylate C(C)N(C(COC[C@H](C)NC=1C=NN(C(C1C(F)(F)F)=O)CC1=CC=C(C=C1)OC)=O)C1CCN(CC1)C(=O)OC(C)(C)C